(Z)-3-methyl-6,7-dihydrobenzofuran CC1=COC2=C1C=CCC2